methyl-4-[(1-methylcyclopropyl)amino]-N-[1-(1,2-oxazol-3-yl)ethyl]furo[2,3-d]pyrimidine-5-carboxamide CC=1N=C(C2=C(N1)OC=C2C(=O)NC(C)C2=NOC=C2)NC2(CC2)C